C1(CCCCC1)P([C@H](C)C=1[CH-]C=CC1)C1CCCCC1.[CH-]1C=CC=C1.[Fe+2] (1R)-2-[(1R)-1-(dicyclohexylphosphino)ethyl]ferrocene